ClC1(C(C1)C1=CC=C(OC(C(=O)[O-])(C)C)C=C1)Cl 2-(4-(2,2-dichlorocyclopropyl) phenoxy)-2-methylpropanoate